BrC=1C(=NC(=C(N1)SC1=C(C(=NC=C1)Cl)Cl)C)N1CCC2(CCC[C@H]2NC(OC(C)(C)C)=O)CC1 (R)-tert-butyl (8-(3-bromo-5-((2,3-dichloropyridin-4-yl)thio)-6-methylpyrazin-2-yl)-8-azaspiro[4.5]decan-1-yl)carbamate